ClC=1C=C(C=CC2=C(COC2(C)C)C#N)C=CC1O 4-(3-chloro-4-hydroxystyryl)-3-cyano-5,5-dimethylfuran